[Si](C1=CC=CC=C1)(C1=CC=CC=C1)(C(C)(C)C)OCCCCNC(CCCCCOC(CCCCCCCCC)=O)CCCCCOC(CN(C)C(CC(CCCCCCCC)CCCCCC)=O)=O.ClCC(=O)NC1=C(C=C(C=C1)C)[N+](=O)[O-] 2-chloro-N-(4-methyl-2-nitrophenyl)acetamide 6-((4-((tert-Butyldiphenylsilyl)oxy)butyl)amino)-11-((N-(3-hexylundecanoyl)-N-methylglycyl)oxy)undecyl-decanoate